NC1=C(C=C(C=C1)C1=NOC(N1)=O)NC[C@H]1OCC1 (S)-3-(4-amino-3-(oxetan-2-ylmethylamino)phenyl)-1,2,4-oxadiazol-5(4H)-one